ClC=1C(C(=C(C(C1Cl)=O)C#N)C#N)=O 2,3-dichloro-5,6-Dicyano-1,4-benzoquinone